(2S,4R)-4-((tert-butyldimethylsilyl)oxy)-1-(3-methyl-2-(3-(2-oxoethyl)isoxazol-5-yl)butanoyl)-N-((S)-1-(4-(4-methylthiazol-5-yl)phenyl)ethyl)pyrrolidine-2-carboxamide [Si](C)(C)(C(C)(C)C)O[C@@H]1C[C@H](N(C1)C(C(C(C)C)C1=CC(=NO1)CC=O)=O)C(=O)N[C@@H](C)C1=CC=C(C=C1)C1=C(N=CS1)C